(R)-5-bromo-3-(1-(2-(4-((3-ethylisoxazol-5-yl)methyl)-1-methyl-1H-pyrazol-3-yl)-5-fluorophenyl)ethoxy)pyrazin-2-amine BrC=1N=C(C(=NC1)N)O[C@H](C)C1=C(C=CC(=C1)F)C1=NN(C=C1CC1=CC(=NO1)CC)C